BrC=1C(=NN(C1)C)N(C(=O)C=1C=NC=CC1)C N-(4-bromo-1-methyl-1H-pyrazol-3-yl)-N-methylpyridine-3-carboxamide